3,4-di(tert-butyl)benzene C(C)(C)(C)C=1C=CC=CC1C(C)(C)C